3-(furan-3-yl)-N-methyl-1-(4-(trifluoromethyl)phenyl)-1H-indole-5-sulfonamide O1C=C(C=C1)C1=CN(C2=CC=C(C=C12)S(=O)(=O)NC)C1=CC=C(C=C1)C(F)(F)F